3-methyl-3,5,5-trimethylcyclohexane CC1(CCCC(C1)(C)C)C